N-(3-cyclobutyl-5-(trifluoromethyl)pyrazolo[1,5-a]pyridin-2-yl)-3-fluoro-3-methylbutanamide C1(CCC1)C=1C(=NN2C1C=C(C=C2)C(F)(F)F)NC(CC(C)(C)F)=O